C(C1=CC=CC=C1)N1CCC(CC1)C(=O)NCC1=C(C=C(C=C1)OC(F)(F)F)OC 1-benzyl-N-(2-methoxy-4-(trifluoromethoxy)benzyl)piperidine-4-carboxamide